4-(2,6-dimethylmorpholino)-2-methoxyaniline CC1OC(CN(C1)C1=CC(=C(N)C=C1)OC)C